[Ge].CNCCNC.CNCCNC bis(N,N'-dimethylethylenediamine) germanium